Cl.N1=CN=CC=C1N Pyrimidin-6-amine hydrochloride